COC1=NC(=C2N=CNC2=N1)NC(OC(C)(C)C)=O tert-Butyl (2-methoxy-9H-purin-6-yl)carbamate